NC=1C=C(C=NC1C=O)CN(C(=O)C=1C=NC=CC1)C1=CC=CC=2CCS(C21)(=O)=O N-[(5-amino-6-formylpyridin-3-yl)methyl]-N-(1,1-dioxo-2,3-dihydro-1λ6-benzothiophen-7-yl)pyridine-3-carboxamide